(S)-tert-butyl (5-(5-(2-methoxyquinolin-3-yl)-1H-imidazol-2-yl)-5-(thiazole-5-carboxamido) pentyl)carbamate COC1=NC2=CC=CC=C2C=C1C1=CN=C(N1)[C@H](CCCCNC(OC(C)(C)C)=O)NC(=O)C1=CN=CS1